FC1=C(OC2C[C@@H]3[C@@H](CN(C3)CC(O)C3=CC=C(C=N3)O)C2)C=CC(=C1)F rac-6-(2-((3aR,5r,6aS)-5-(2,4-difluorophenoxy)hexahydrocyclopenta[c]pyrrol-2(1H)-yl)-1-hydroxyethyl)pyridin-3-ol